3,4-dichlorobenzyl 4-(5-(((1H-1,2,3-triazol-5-yl)methyl)amino)-1,3,4-oxadiazol-2-yl)piperidine-1-carboxylate N1N=NC=C1CNC1=NN=C(O1)C1CCN(CC1)C(=O)OCC1=CC(=C(C=C1)Cl)Cl